C(C)(C)(C)OC(C1=CC(=C(C(=C1)C(C)(C)C)O)C(C)(C)C)=O 3,5-di-tert-butyl-4-hydroxy-benzoic acid tert-butyl ester